OC=1C=C(C=CC1)C#CC1=C(C=CC=C1)CN1CCN(CC1)C1=CC=C(C(=O)NCCC)C=C1 4-[4-[[2-[2-(3-Hydroxyphenyl)ethynyl]phenyl]methyl]piperazin-1-yl]-N-propylbenzamide